OC[C@@H](O)[C@]1(O)[C@H](O)[C@H](O)[C@H](O)CO1 β-D-altro-3-heptulose